ClC1=C(C=CC=C1)C(C)S(=O)(=O)NC1=C(N=CS1)C(=O)O 5-[1-(2-chlorophenyl)ethylsulfonylamino]thiazole-4-carboxylic acid